C(C)(C)(C)C=1C(=C(C=C(C1)CCC(=O)OCC(CCCC)CC)N1N=C2C(=N1)C=CC(=C2)Cl)O 2-(3'-tert-butyl-5'-[2-(2-ethylhexyloxy)carbonyl-ethyl]-2'-hydroxyphenyl)-5-chlorobenzotriazole